(5-bromo-2-fluorophenyl)-5-(4-(1-methyl-4-(trifluoromethyl)-1H-imidazol-2-yl)phenyl)-1,2,4-oxadiazole BrC=1C=CC(=C(C1)C1=NOC(=N1)C1=CC=C(C=C1)C=1N(C=C(N1)C(F)(F)F)C)F